FC1=CC=C([O-])C=C1 4-fluorophenoxide